2-(chloromethyl)-5-(3-fluoro-4-methoxyphenyl)pyrazine ClCC1=NC=C(N=C1)C1=CC(=C(C=C1)OC)F